C(C)(C)NC(OCC1CC(C1)C1=CC(=NN1)NC(CC1=CC(=NO1)C)=O)=O ((1s,3s)-3-(3-(2-(3-methylisoxazol-5-yl)acetamido)-1H-pyrazol-5-yl)cyclobutyl)methyl isopropylcarbamate